C1(CC1)C=1N=CN(C1)C=1C(=CC(=C(C(=O)NC2=NC(=CC=C2)C=2N3C(=NN2)CC[C@H]3CO)C1)F)C (S)-5-(4-cyclopropyl-1H-imidazol-1-yl)-2-fluoro-N-(6-(5-(hydroxymethyl)-6,7-dihydro-5H-pyrrolo[2,1-c][1,2,4]triazol-3-yl)pyridin-2-yl)-4-methylbenzamide